(2R)-2-[(2-chloro-5-nitro-4-pyrimidinyl)cyclopentylamino]-butyric acid methyl ester COC([C@@H](CC)N(C1CCCC1)C1=NC(=NC=C1[N+](=O)[O-])Cl)=O